BrC=1C=CC=C2NCCN(C12)C 8-bromo-1-methyl-1,2,3,4-tetrahydroquinoxaline